COC=1C=C2CCN(CC2=CC1NC=1N=C(C2=C(N1)NC=C2)NC2=C(C=CC=C2)S(=O)(=O)N(C)C)C 2-((2-((6-Methoxy-2-methyl-1,2,3,4-tetrahydroisoquinolin-7-yl)amino)-7H-pyrrolo[2,3-d]pyrimidin-4-yl)amino)-N,N-dimethylbenzenesulfonamide